ClC1=NC=2N(C(=C1)NCC=1SC3=C(C=NC=C3)N1)N=CC2C(C)C 5-Chloro-3-isopropyl-N-(thiazolo[4,5-c]pyridin-2-ylmethyl)pyrazolo[1,5-a]pyrimidin-7-amine